N[C@H]1[C@@H](CN(CC1)C1=CC(=NC=C1C=1C=NN(C1)C(F)F)NC1=NC(=C(C#N)C=C1)C1=C(C=CC=C1OC)F)O 6-((4-((3R,4R)-4-amino-3-hydroxypiperidin-1-yl)-5-(1-(difluoromethyl)-1H-pyrazol-4-yl)pyridin-2-yl)amino)-2-(2-fluoro-6-methoxyphenyl)nicotinonitrile